N-benzyl-2-(6-(3-(4-methoxybenzyl)ureido)spiro[3.3]hept-2-yl)-N-methylacetamide C(C1=CC=CC=C1)N(C(CC1CC2(C1)CC(C2)NC(=O)NCC2=CC=C(C=C2)OC)=O)C